FC1=C(C=CC=C1)C1=C(C=C(C=C1)N1CCOCC1)NC(=O)C1=COC=C1 N-[2-(2-fluorophenyl)-5-morpholino-phenyl]furan-3-carboxamide